2-(6-Cyanobenzo[d]oxazol-2-yl)-5-hydroxy-6-methoxy-1,2,3,4-tetrahydroisoquinoline-3-carboxylic acid methyl ester COC(=O)C1N(CC2=CC=C(C(=C2C1)O)OC)C=1OC2=C(N1)C=CC(=C2)C#N